The molecule is a dicarboxylic acid monoanion. It derives from a malonate(1-). It is a conjugate base of an oxomalonic acid. It is a conjugate acid of an oxomalonate(2-). C(=O)(C(=O)O)C(=O)[O-]